1-(2,2-dimethylbenzo[d][1,3]dioxin-5-yl)-2-(1H-imidazol-1-yl)ethan-1-one CC1(OCC2=C(O1)C=CC=C2C(CN2C=NC=C2)=O)C